COC=1C=C(C=CC1)C1=C(C(NC2=C3C(=CC=C12)C=CC=C3)=O)NC(OC(C)(C)C)=O tert-butyl N-[4-(3-methoxyphenyl)-2-oxo-1H-benzo[h]quinolin-3-yl]carbamate